CN(C(OC(C)(C)C)=O)CC1=C(C(=C(C(=C1F)F)S(N)(=O)=O)F)F tert-butyl methyl(2,3,5,6-tetrafluoro-4-sulfamoylbenzyl)carbamate